C[C@H]1CN(CCN1C=1C=CC=2N=CN=C(C2N1)NC1=CC(=C(C=C1)CC1=CC2=C(N(C=N2)C)C=C1)C)C(C=C)=O (S)-1-(3-methyl-4-(4-((3-methyl-4-((1-methyl-1H-benzo[d]imidazol-5-yl)methyl)phenyl)amino)pyrido[3,2-d]pyrimidin-6-yl)piperazin-1-yl)prop-2-en-1-one